(-)-6-{2-(2,5-difluorophenyl)-6-[(diethylamino)methyl]-4,5,6,7-tetrahydropyrazolo[1,5-a]pyrimidin-3-yl}-2-(2-methylphenyl)pyridazin-3(2H)-one FC1=C(C=C(C=C1)F)C1=NN2C(NCC(C2)CN(CC)CC)=C1C=1C=CC(N(N1)C1=C(C=CC=C1)C)=O